OCCC#CC1=CC2=C(N(C(N2C)=O)C2C(NC(CC2)=O)=O)C=C1 3-[5-(4-hydroxybut-1-yn-1-yl)-3-methyl-2-oxo-1,3-benzodiazol-1-yl]piperidine-2,6-dione